N1(CCCC1)C1=C(C=O)C=CC=C1 2-(pyrrolidin-1-yl)benzaldehyde